ClC1=C(C=2N=CN=C(C2C=N1)N(C)[C@H]1[C@@H](C1)F)F 7-chloro-8-fluoro-N-((1R,2R)-2-fluorocyclopropyl)-N-methylpyrido[4,3-d]pyrimidin-4-amine